CC1(CC1)C(=O)N1OCC[C@H]1C1=CC=C(C#N)C=C1 4-[(3S)-2-(2-trans-methylcyclopropanecarbonyl)-1,2-oxazolidin-3-yl]benzonitrile